2-chloro-6,7-dimethyl-4-(3-(trifluoromethyl)cyclobutyl)pteridine ClC1=NC2=NC(=C(N=C2C(=N1)C1CC(C1)C(F)(F)F)C)C